5-(3-fluoro-1H-pyrazol-4-yl)-2-{3-[(3as,7ar)-octahydro-5H-pyrrolo[3,2-c]pyridin-5-yl]-1,2,4-triazin-6-yl}phenol FC1=NNC=C1C=1C=CC(=C(C1)O)C1=CN=C(N=N1)N1C[C@H]2[C@@H](CC1)NCC2